C1CC12CCN(CC2)C=2N=C1C(=NC2)N=C(S1)NC(=O)C=1C=NC(=CC1C1=C(C=CC(=C1)Cl)OC)C N-[6-(6-azaspiro[2.5]oct-6-yl)thiazolo[4,5-b]pyrazin-2-yl]-4-(5-chloro-2-methoxy-phenyl)-6-methyl-pyridine-3-carboxamide